(7-fluoro-1-methyl-1H-benzo[d][1,2,3]triazol-5-yl)boronic acid FC1=CC(=CC2=C1N(N=N2)C)B(O)O